OC1=CC(=CC(=C1C1=CC(=CC=C1)C)OCN(C(OCCOC)=O)C)CCCCC 2-methoxyethyl (((6-hydroxy-3'-methyl-4-pentyl-[1,1'-biphenyl]-2-yl)oxy)methyl)(methyl)carbamate